1-(5-Fluoro-2-nitrophenyl)-2-methylpyrrolidine FC=1C=CC(=C(C1)N1C(CCC1)C)[N+](=O)[O-]